FC(F)(F)[Si](C(F)(F)F)C(F)(F)F tri(trifluoromethyl)silicon